C(C)(C)(C)OC(=O)N(C(OC(C)(C)C)=O)CCCCCCCC=C tert-butyl N-tert-butoxycarbonyl-N-non-8-enyl-carbamate